3-(trifluoroacetyl)-2,3,4,5-tetrahydro-1H-1,5-methano-3-benzazepin-7-amine FC(C(=O)N1CC2C3=C(C(C1)C2)C=CC(=C3)N)(F)F